resorcinoldiglycidyl ether C=1(O)C2=C(O)C(=CC1)C1C(COCC3C2O3)O1